C(C)(C)(C)OC(=O)N1CC(NCC1)C1=NC(=CC=2N1C=CN2)C=2C=NC1=CC=CC=C1C2 3-(7-(quinolin-3-yl)imidazo[1,2-c]pyrimidin-5-yl)piperazine-1-carboxylic acid tert-butyl ester